C1(=CC=CC=C1)C1=C2C=3C(=C(C(=C(C3NC2=CC(=C1)N)C1=CC=CC=C1)N)C1=CC=CC=C1)C1=CC=CC=C1 tetraphenyl-9H-carbazole-2,7-diamine